C(CCC)C(=[NH+][O-])C1=CC=CC=C1 butyl-α-phenylnitrone